(R)-1-(pyrazin-2-ylcarbamoyl)-6-azaspiro[2.5]octane-6-carboxylate N1=C(C=NC=C1)NC(=O)[C@@H]1CC12CCN(CC2)C(=O)[O-]